ClC1=C(C=C2C=C(N=CC2=C1)NC(=O)C1C(C1)C1=NN(C=C1)C)C1CCN(CC1)C1(COCC1O)C N-(7-chloro-6-(1-(4-hydroxy-3-methyltetrahydrofuran-3-yl)piperidin-4-yl)isoquinolin-3-yl)-2-(1-methyl-1H-pyrazol-3-yl)cyclopropane-1-carboxamide